ClC(C(C(C(Br)(Br)Cl)(Cl)Cl)(Cl)Cl)CCCC hexachlorodibromooctane